COC1=CC=C(C=C1)C1C=CC=C2N1C(=CC1=CC=CC=C21)C2=CC=CC=C2 4-(4-methoxyphenyl)-6-phenylpyrido[2,1-a]isoquinolin